CC1=C(C=CC=C1)NC(N)=S 3-(2-methylphenyl)thiourea